(R)-2-(4-(piperidin-3-ylamino)pyrrolo[1,2-d][1,2,4]triazin-1-yl)-5-(trifluoromethyl)phenol trifluoroacetic acid salt FC(C(=O)O)(F)F.N1C[C@@H](CCC1)NC1=NN=C(C=2N1C=CC2)C2=C(C=C(C=C2)C(F)(F)F)O